benzo[b]thiophene-3-d1-2-carbaldehyde S1C2=C(C(=C1C=O)[2H])C=CC=C2